C(CC)O[Si](CCCCCCCC[Si](OCCC)(OCCC)OCCC)(OCCC)OCCC 1,8-bis(tripropoxysilyl)octane